2-(3-methoxyphenyl)[1,2]benzisoselenazol-3(2H)-one COC=1C=C(C=CC1)N1[Se]C2=C(C1=O)C=CC=C2